C12C(C3CC(CC(C1)C3)C2)CC(=O)NC2=CC3=C(NC(=N3)[C@]3(CC=CC=C3)COC(NC)=O)C=C2 (R)-[1-[5-[[2-(2-adamantyl)acetyl]amino]-1H-benzimidazol-2-yl]-phenyl-methyl]-N-methyl-carbamate